6-((2,6-dimethylpyrimidin-4-yl)amino)-N-ethoxy-4-((4-methoxy-2-(N-methylmethanesulfonamido)phenyl)amino)nicotinamide CC1=NC(=CC(=N1)NC1=NC=C(C(=O)NOCC)C(=C1)NC1=C(C=C(C=C1)OC)N(S(=O)(=O)C)C)C